1-((4-phenoxybutyryl)glycyl)-4-(trifluoromethyl)pyrrolidine-2-carboxamide O(C1=CC=CC=C1)CCCC(=O)NCC(=O)N1C(CC(C1)C(F)(F)F)C(=O)N